C(C=C)[C@@]1(C(OCCC1)=O)C(=O)OC Methyl (R)-3-allyl-2-oxotetrahydro-2H-pyran-3-carboxylate